C(C1=CC=CC=C1)OC(=O)N1C[C@@H]([C@H](CC1)F)O (3S,4S)-4-fluoro-3-hydroxypiperidine-1-carboxylic acid benzyl ester